((2-(tert-Butyl)pyridin-4-yl)carbamoyl)(3-(4-(4,6-dimethylpyrimidin-5-yl)benzyl)-1,2,3-oxadiazol-3-ium-5-yl)amide C(C)(C)(C)C1=NC=CC(=C1)NC(=O)[N-]C1=C[N+](=NO1)CC1=CC=C(C=C1)C=1C(=NC=NC1C)C